C(C)(C)(C)[P@@](C)NP(C(C)(C)C)C(C)(C)C ((R)-tert-Butylmethylphosphino)(di-tert-butylphosphino)amine